N[C@H]1CC=CC[C@@H]1C1=C(C2=NC(=CC(=C2S1)NCC=1SC=CC1)Cl)C#CC[C@@H](CO)O (S)-5-(2-((1S,6S)-6-aminocyclohex-3-en-1-yl)-5-chloro-7-((thiophen-2-ylmethyl)amino)thieno[3,2-b]pyridin-3-yl)pent-4-yn-1,2-diol